N-(aminocarbonyl)-2-fluorobenzenesulfonamide NC(=O)NS(=O)(=O)C1=C(C=CC=C1)F